tert-butyl 3-(acetyloxy)-1H-indole-1-carboxylate 1H-indol-3-yl-acetate N1C=C(C2=CC=CC=C12)CC(=O)O.C(C)(=O)OC1=CN(C2=CC=CC=C12)C(=O)OC(C)(C)C